O1C(=CC=C1)C1=NN(C(=C1)O)C1=NC(=C(N=C1C)C)C (furan-2-yl)-1-(3,5,6-trimethylpyrazin-2-yl)-1H-pyrazol-5-ol